COC(C1=CC=C(C=C1)C#CC=1C(=NC=CC1C=1C=C2C(=NNC2=CC1)N)N)=O 4-((2-Amino-4-(3-amino-1H-indazol-5-yl)pyridin-3-yl)ethynyl)benzoic acid methyl ester